C(C)OC1=CC(=C(C=C1)C(\C=C\C1=CC(=C(C=C1)OC)OCC)=O)O (E)-1-(4-Ethoxy-2-hydroxyphenyl)-3-(3-ethoxy-4-methoxyphenyl)prop-2-en-1-one